C(N1N=C(C=C1B1OC(C(O1)(C)C)(C)C)C(=O)OC)([2H])([2H])[2H] methyl 1-(methyl-d3)-5-(4,4,5,5-tetramethyl-1,3,2-dioxaborolan-2-yl)-1H-pyrazole-3-carboxylate